ClC=1C=CC(=C(C1)C(/C=C/C(=O)O)=O)O (E)-4-(5-chloro-2-hydroxyphenyl)-4-oxobut-2-enoic acid